C(CCCCCCCCCCC)(=O)O E-dodecanoic acid